COC(=O)NN(C)C dimethyl-hydrazinecarboxylic acid methyl ester